C[C@](N)(CCCCNC[C@@H]([C@H]([C@@H]([C@@H](CO)O)O)O)O)C(=O)O 2-methyl-N6-((2s,3r,4r,5r)-2,3,4,5,6-pentahydroxyhexyl)-L-lysine